5-(benzylthio)-1-methylpyridin-2(1H)-one C(C1=CC=CC=C1)SC=1C=CC(N(C1)C)=O